C(C)N(C1CC(N(C(C1)C)C(=O)OC(C)(C)C)C)C1=C(C(=CC(=C1)F)C(NCC=1C(N(C(=CC1C)C)C)=O)=O)C tert-Butyl 4-(ethyl(5-fluoro-2-methyl-3-(((1,4,6-trimethyl-2-oxo-1,2-dihydropyridin-3-yl)methyl)carbamoyl)phenyl)amino)-2,6-trans-dimethylpiperidine-1-carboxylate